3,3'-bis(methylthio)-2,2'-bithiophene CSC1=C(SC=C1)C=1SC=CC1SC